N-[(1S)-1-[3-(2-cyclopropyl-4-pyridyl)-1,2,4-oxadiazol-5-yl]ethyl]-3-methoxy-benzamide C1(CC1)C1=NC=CC(=C1)C1=NOC(=N1)[C@H](C)NC(C1=CC(=CC=C1)OC)=O